tris(6-(1H-benzo[d]imidazol-2-yl)pyridin-2-yl)(4-aminopiperidin-1-yl)methanone N1C(=NC2=C1C=CC=C2)C2=CC=CC(=N2)C2C(N(CCC2N)C=O)(C2=NC(=CC=C2)C2=NC1=C(N2)C=CC=C1)C1=NC(=CC=C1)C1=NC2=C(N1)C=CC=C2